N5-(tert-butyl)-N7-((1R,4R)-4-methylcyclohexyl)-2-(1-(tetrahydro-2H-pyran-2-yl)-1H-pyrazol-5-yl)thieno[3,2-b]pyridine-5,7-diamine C(C)(C)(C)NC1=CC(=C2C(=N1)C=C(S2)C2=CC=NN2C2OCCCC2)NC2CCC(CC2)C